N-(adamantan-1-yl)-2-((6-(oxetan-3-yloxy)-2-oxo-1,2-dihydropyrimidin-4-yl)oxy)acetamide C12(CC3CC(CC(C1)C3)C2)NC(COC2=NC(NC(=C2)OC2COC2)=O)=O